N[C@H](C(=O)OC)CC(N1CCN(CC1)C1=NC=C(C=N1)C(F)(F)F)=O methyl (2S)-2-amino-4-oxo-4-[4-[5-(trifluoromethyl) pyrimidin-2-yl]piperazin-1-yl]butanoate